NC1(CN(CC1)C(=O)OC(C)(C)C)C1=C(C2=C(N=CN=C2N)N1C)C1=CC=C(C=C1)OC1=NC(=CC=C1)C tert-butyl 3-amino-3-(4-amino-7-methyl-5-{4-[(6-methylpyridin-2-yl)oxy]phenyl}-7H-pyrrolo[2,3-d]pyrimidin-6-yl)pyrrolidine-1-carboxylate